3-(N,N-dimethylmyristyl-ammonio)propanesulfonic acid C[N+](C)(CCCS(=O)(=O)O)CCCCCCCCCCCCCC